2-(4-((((1-methyl-1H-indol-3-yl)methyl)amino)methyl)piperidin-1-yl)pyrimidine-5-carboxylic acid methyl ester COC(=O)C=1C=NC(=NC1)N1CCC(CC1)CNCC1=CN(C2=CC=CC=C12)C